azodicarboxylic acid diethyl ester C(C)OC(=O)N=NC(=O)OCC